4-(2-Chloro-5-fluorophenyl)-3-(3-fluoro-5-trifluoromethylbenzoylamino)-N-methyl-6-oxo-4,5,6,7-tetrahydrothieno[3,4-c]pyridine-1-carboxamide ClC1=C(C=C(C=C1)F)C1NC(CC=2C1=C(SC2C(=O)NC)NC(C2=CC(=CC(=C2)C(F)(F)F)F)=O)=O